FC1=CC=C(C=C1)N[C@@H](C)C(=O)O 4-fluorophenyl-alanine